NC1=NN2C(N=CC=C2)=C1C(=O)N[C@@H](C)C=1N(C(C=2C(=CC=C3C2C1C=C3)C#CC=3C=NN(C3)C)=O)C3=CC=CC=C3 (S)-2-amino-N-(1-(8-((1-methyl-1H-pyrazol-4-yl)ethynyl)-1-oxo-2-phenyl-1,2-dihydrocyclopenta[de]isoquinolin-3-yl)ethyl)pyrazolo[1,5-a]pyrimidine-3-carboxamide